C1(CC1)N1C(=C(C(C(=C1)C(=O)N)=O)C=1C(=NC=CC1)C)C 1-cyclopropyl-2,2'-dimethyl-4-oxo-1,4-dihydro-[3,3'-bipyridine]-5-carboxamide